CC1OCCC(C1)N1N=CC(=C1)[N+](=O)[O-] (2-methyltetrahydro-2H-pyran-4-yl)-4-nitro-1H-pyrazole